2-(2-amino-6-(butylamino)-9H-purin-9-yl)-N-(1-ethyl-3-methyl-1H-pyrazol-5-yl)acetamide NC1=NC(=C2N=CN(C2=N1)CC(=O)NC1=CC(=NN1CC)C)NCCCC